racemic-oxirane O1CC1